2-chlorosulfonyl-N,N-dimethylnicotinamide ClS(=O)(=O)C1=C(C(=O)N(C)C)C=CC=N1